C(C1=CC=CC=C1)N([C@@H]1CC[C@H](CC1)OCC1(CC1)O)CC1=CC=CC=C1 1-({[trans-4-(dibenzylamino)cyclohexyl]oxy}methyl)cyclopropan-1-ol